Ethyl 5-hydroxy-1-(4-methoxyphenyl)-1,2,3-triazole-4-carboxylate (Ethyl 5-hydroxy-1-(4-methoxybenzyl)-1H-1,2,3-triazole-4-carboxylate) C(C)N1N(C(=C(N1)C(=O)O)O)CC1=CC=C(C=C1)OC.OC1=C(N=NN1C1=CC=C(C=C1)OC)C(=O)OCC